FC1=C(C=CC(=C1)F)N1N=C(C2=CC=CC=C2C1=O)C=1C=C(C=CC1)NS(=O)(=O)CC N-(3-(3-(2,4-Difluorophenyl)-4-oxo-3,4-dihydrophthalazin-1-yl)phenyl)ethanesulfonamide